N1=CN=CC2=C1CC=NC2 5,8-dihydropyrido[4,3-d]pyrimidine